3-hydroxy-5-methoxybenzoic acid methyl ester compound with phenethylamine C(CC1=CC=CC=C1)N.COC(C1=CC(=CC(=C1)OC)O)=O